OC1=C(C=C(C=C1)C=1SC(=CC1Cl)C1=CC(=C(C=C1)O)F)F 2,5-bis(4-hydroxy-3-fluorophenyl)-3-chlorothiophene